C(C)N1NC(C2=CC=C(C=C12)NC1=NC=C(C(=C1)N[C@H](CO)C1=CC=CC=C1)C1=NC(=NO1)C1=CC=NC=C1)=O (S)-1-ethyl-6-((4-((2-hydroxy-1-phenylethyl)amino)-5-(3-(pyridin-4-yl)-1,2,4-oxadiazol-5-yl)pyridin-2-yl)amino)-1,2-dihydro-3H-indazol-3-one